(S)-3-amino-N-(5,5-difluoropiperidin-3-yl)-6-(5-fluoro-2-(1-(2,2,2-trifluoroethyl)-1H-pyrazol-4-yl)pyridin-4-yl)pyrazine-2-carboxamide NC=1C(=NC(=CN1)C1=CC(=NC=C1F)C=1C=NN(C1)CC(F)(F)F)C(=O)N[C@@H]1CNCC(C1)(F)F